C(=C)[Si](Cl)(Cl)Cl vinyl-(trichloro)silane